2-((6,7-Dichloro-2-(3-(morpholine-4-carbonyl)pyrazine-2-carbonyl)-10-(1H-pyrazol-4-yl)-1,2,3,4-tetrahydropyrazino[1,2-a]indol-9-yl)oxy)acetonitrile ClC1=C(C=C(C=2C(=C3N(C12)CCN(C3)C(=O)C3=NC=CN=C3C(=O)N3CCOCC3)C=3C=NNC3)OCC#N)Cl